N[C@@H](C(=O)O)CCN (R)-2,4-Diaminobutanoic acid